CN(CCCNCC1=C(CN(C(C(C)(C)C)=O)CC(NC=2C=C3CC4(C(NC5=NC=CC=C54)=O)CC3=CC2)=O)C=CC=C1)C N-(2-(((3-(Dimethylamino)propyl)amino)methyl)benzyl)-N-(2-oxo-2-((2'-oxo-1,1',2',3-tetrahydrospiro[indene-2,3'-pyrrolo[2,3-b]pyridin]-5-yl)amino)ethyl)pivalamide